2-(4,6-dimethylpyrazolo[1,5-a]pyrazin-2-yl)-6H-pyrido[2,3-d]pyridazin-5-one CC=1C=2N(C=C(N1)C)N=C(C2)C=2C=CC1=C(C=NNC1=O)N2